C(OC1=CC=C(C=C1)[N+](=O)[O-])(O[C@H]1C[C@H](CC1)C1=CC(=NN1)NC1=NC=NC=C1)=O 4-nitrophenyl ((1R,3S)-3-(3-(pyrimidin-4-ylamino)-1H-pyrazol-5-yl) cyclopentyl) carbonate